C[C@@H]1CC[C@@H]2[C@H]([C@H](C=CC2=C1)C)CC[C@@H]3C[C@H](CC(=O)O3)O The molecule is a polyketide that is 1-ethyl-2,6-dimethyl-1,2,6,7,8,8a-hexahydronaphthalene in which one of the methyl hydrogens from the ethyl group is replaced by a 4-hydroxy-6-ketopyran-2-yl group. It has a role as an anticholesteremic drug, an Aspergillus metabolite and an EC 1.1.1.34/EC 1.1.1.88 (hydroxymethylglutaryl-CoA reductase) inhibitor. It is a polyketide, a secondary alcohol, a member of 2-pyranones and a member of hexahydronaphthalenes.